chlorotriazole compound with dimethyl-malononitrile CC(C#N)(C#N)C.ClC=1N=NNC1